phenoxybenzylamide O(C1=CC=CC=C1)[N-]CC1=CC=CC=C1